1-iodo-3-methyl-2-((1r,4r)-4-(trifluoromethoxy)cyclohexyl)benzene IC1=C(C(=CC=C1)C)C1CCC(CC1)OC(F)(F)F